C1C(C1)C2=NC3=CC=CC=C3C(=C2/C=C/[C@@H](O)C[C@@H](O)CC(=O)[O-])C4=CC=C(C=C4)F.C1C(C1)C2=NC3=CC=CC=C3C(=C2/C=C/[C@@H](O)C[C@@H](O)CC(=O)[O-])C4=CC=C(C=C4)F.[Ca+2] The molecule is the calcium salt of pitavastatin. Used for treatment of hypercholesterolemia (elevated levels of cholesterol in the blood) on patients unable to sufficiently lower their cholesterol levels by diet and exercise. It has a role as an antioxidant. It is a calcium salt and a statin (synthetic). It contains a pitavastatin(1-).